5-trifluoromethyl-benzo[d]thiazol-2-amine FC(C=1C=CC2=C(N=C(S2)N)C1)(F)F